N-(4-(4-amino-7-methyl-5-(4-(pyrrolidine-1-carbonyl)phenyl)-7H-pyrrolo[2,3-d]pyrimidin-6-yl)-2-methylphenyl)methacrylamide tert-butyl-(1-(2,2-difluoropropyl)-1H-pyrazol-4-yl)carbamate C(C)(C)(C)N(C(O)=O)C=1C=NN(C1)CC(C)(F)F.NC=1C2=C(N=CN1)N(C(=C2C2=CC=C(C=C2)C(=O)N2CCCC2)C2=CC(=C(C=C2)NC(C(=C)C)=O)C)C